DL-2-amino-4-pentenoic acid N[C@@H](C(=O)O)CC=C |r|